ClC=1C2=C(N=CN1)SC(=C2)CC2CC2 4-chloro-6-(cyclopropylmethyl)thieno[2,3-d]pyrimidine